COC=1C=C(C=CC1OC)C1=CN=CC(=N1)NC1CCC(CC1)N N1-(6-(3,4-dimethoxyphenyl)pyrazin-2-yl)cyclohexan-1,4-diamine